N(=C=O)CC(CCN=C=O)C 1,4-diisocyanato-2-methylbutane